CN1N=CC(=C1)C1=CC=2C(=NC=C(C2)C(=O)NC=2C=NC(=C(C2)NC(CN2CC(CC2)C)=O)C)N1 2-(1-methyl-1H-pyrazol-4-yl)-N-(6-methyl-5-(2-(3-methylpyrrolidin-1-yl)acetamido)pyridin-3-yl)-1H-pyrrolo[2,3-b]pyridine-5-carboxamide